C(C)(C)(C)OC(=O)NC1=C(C(=O)OCC)C=C(C=C1)P(=O)(C)C ethyl 2-((tert-butoxycarbonyl)amino)-5-(dimethylphosphoryl)benzoate